CC=1NC2=CC=C(C=C2C1)N (2-methyl-1H-indol-5-yl)-amine